N-((7-(2,6-dichloro-3,5-dimethoxyphenyl)-6-methyl-5-oxo-5,6-dihydro-2,6-naphthyridin-3-yl)methyl)acrylamide ClC1=C(C(=C(C=C1OC)OC)Cl)C=1N(C(C=2C=C(N=CC2C1)CNC(C=C)=O)=O)C